NC1CCC(CC1)NC1=NC2=C(C=C(C=C2C=N1)C=1C(=CC(=NC1)NS(=O)(=O)C1=C(C=CC=C1)Cl)OC)CC N-(5-(2-(((1r,4r)-4-aminocyclohexyl)amino)-8-ethylquinazolin-6-yl)-4-methoxypyridin-2-yl)-2-chloro-benzenesulfonamide